C1(CC1)C1=CC(=NN1)NC1=NC(=NC=C1)N1CC(CCC1)(C#N)CN1C(C2=CC=CC=C2C1=O)=O 1-[4-[(5-cyclopropyl-1H-pyrazol-3-yl)amino]pyrimidin-2-yl]-3-[(1,3-dioxoisoindolin-2-yl)methyl]piperidine-3-carbonitrile